C(=O)(C=C)Br acryl bromide